(R)-1-(3-(methylthio)benzoyl)-5-oxopyrrolidine-2-carboxylic acid ethyl ester C(C)OC(=O)[C@@H]1N(C(CC1)=O)C(C1=CC(=CC=C1)SC)=O